C(#N)C1=C(C=NC=C1)OCC1N(CCCC1)C1(N=CSC1CCC1=C(C(=O)N)C(=CC=C1)F)C(F)F 2-(4-{[(4-cyanopyridin-3-yl)oxymethyl]piperidin-1-yl}-2-[4-(difluoro-methyl)-1,3-thiazol-5-yl]ethyl)-6-fluorobenzamid